N-cyclopropyl-4-methyl-3-[1-(5-methyl-1,3,4-thiadiazol-2-yl)-1H-pyrazol-4-yl]benzamide C1(CC1)NC(C1=CC(=C(C=C1)C)C=1C=NN(C1)C=1SC(=NN1)C)=O